n-docosyl carbamate C(N)(OCCCCCCCCCCCCCCCCCCCCCC)=O